C(C=C)(=O)O.C(C=C)(=O)O.CCCC methylpropane diacrylate